FC(C1=C(C=C(C(=C1)C(F)(F)F)N)N)(F)F 4,6-bis(trifluoromethyl)-1,3-phenylenediamine